N-(4-((S)-2-(2-fluorophenyl)propyl)-6-(((R)-1-hydroxy-4-methylpent-2-yl)amino)-1,3,5-triazin-2-yl)methanesulfonamide FC1=C(C=CC=C1)[C@H](CC1=NC(=NC(=N1)N[C@@H](CO)CC(C)C)NS(=O)(=O)C)C